C(C)(C)(C)[S@@](=O)NC1=C(C(=O)O)C=CC=C1 (R)-2-((tert-butylsulfinyl)amino)benzoic acid